ClC=1C=C(C=NC1N1N=CC(=C1)CO)NC(=O)C=1C=NN(C1C(F)(F)F)C1=C2C=CNC(C2=CC=C1)=O N-(5-chloro-6-(4-(hydroxymethyl)-1H-pyrazol-1-yl)pyridin-3-yl)-1-(1-oxo-1,2-dihydroisoquinolin-5-yl)-5-(trifluoromethyl)-1H-pyrazole-4-carboxamide